(1R,3R,4S,8S)-3,9-p-menthanediol [C@@H]1(C[C@H]([C@@H](CC1)[C@@H](CO)C)O)C